OC=1C=CC=C2C(N(C(NC12)=O)CC1NNN(C1)CC1=CC(=CC=C1)OC)=O 8-hydroxy-3-({1-[(3-methoxyphenyl)methyl]-1,2,3-triazacyclopent-4-yl}methyl)-1,2,3,4-tetrahydroquinazoline-2,4-dione